S(CCC(=O)OCCCCCCCCCCCCC)CCC(=O)OCCCCCCCCCCCCC bistridecyl 3,3'-thiodipropionate